5-(trifluoromethyl)-2-(4-(trimethylsilyl)-1H-1,2,3-triazol-1-yl)pyridine FC(C=1C=CC(=NC1)N1N=NC(=C1)[Si](C)(C)C)(F)F